BrC=1C=C2CCC(C2=C(C1)C)N1CCC(CC1)C(=O)OC methyl 1-(5-bromo-7-methyl-2,3-dihydro-1H-inden-1-yl)piperidine-4-carboxylate